O=S1(CC=CC2=CC(=CC=C12)NC1=NC=C(C(=N1)N[C@H](CO)C1=CC=CC=C1)C=1OC(=NN1)C(F)(F)F)=O (2S)-2-[[2-[(1,1-dioxo-2H-thiochromen-6-yl)amino]-5-[5-(trifluoromethyl)-1,3,4-oxadiazol-2-yl]pyrimidin-4-yl]amino]-2-phenyl-ethanol